titanium-ruthenium iridium [Ir].[Ru].[Ti]